1-[3-(4-chlorophenyl)-2-(6-cyano-3-pyridyl)-5-(2-hydroxy-2-methyl-propoxy)pyrazolo[1,5-a]pyrimidin-7-yl]-3-methyl-azetidine-3-carboxamide ClC1=CC=C(C=C1)C=1C(=NN2C1N=C(C=C2N2CC(C2)(C(=O)N)C)OCC(C)(C)O)C=2C=NC(=CC2)C#N